C1(CC1)C1=C(N=C2SC3=C(N21)C=CC(=C3)C(=O)NCCCN3CCC(CC3)F)C3=CC=C(C=C3)[C@H]3NCCC3 (S)-3-cyclopropyl-N-(3-(4-fluoropiperidin-1-yl)propyl)-2-(4-(pyrrolidin-2-yl)phenyl)benzo[d]imidazo[2,1-b]thiazole-7-carboxamide